(Z)-2-((3-benzyl-5-(3-hydroxy-2-methylphenyl)pyrazin-2-yl)amino)-3-(furan-2-yl)acrylic acid C(C1=CC=CC=C1)C=1C(=NC=C(N1)C1=C(C(=CC=C1)O)C)N\C(\C(=O)O)=C/C=1OC=CC1